5-fluoro-3-(3-fluoropyridin-2-yl)-8,9-dihydropyrido[3',2':4,5]pyrrolo[1,2-a]pyrazin FC=1C2=C(N3C1C=NCC3)N=CC(=C2)C2=NC=CC=C2F